CS(=O)(=O)C(CC=O)C 3-(methylsulfonyl)butanal